4-fluoro-N-(4-nitrophenyl)aniline FC1=CC=C(NC2=CC=C(C=C2)[N+](=O)[O-])C=C1